(4aR,8aS)-6-[6-[[3-(trifluoromethyl)-1H-pyrrolo[2,3-b]pyridin-6-yl]methyl]-2-azaspiro[3.3]heptane-2-carbonyl]-4,4a,5,7,8,8a-hexahydropyrido[4,3-b][1,4]oxazin-3-one FC(C1=CNC2=NC(=CC=C21)CC2CC1(CN(C1)C(=O)N1C[C@@H]3[C@@H](OCC(N3)=O)CC1)C2)(F)F